5,5'-((propane-2,2-diylbis(1,4-phenylene))bis(oxy))bis(isobenzofuran-1,3-dione) CC(C)(C1=CC=C(C=C1)OC=1C=C2C(OC(C2=CC1)=O)=O)C1=CC=C(C=C1)OC=1C=C2C(OC(C2=CC1)=O)=O